ClC1=C(C=C2C(=CNC2=C1)C(=O)O)C1=CC=C(C=C1)C1(CCC1)O 6-chloro-5-[4-(1-hydroxycyclobutyl)phenyl]-1H-indole-3-carboxylic acid